acetonitrile monotosylate S(=O)(=O)(O)C1=CC=C(C)C=C1.C(C)#N